4-(4-(3,8-diazabicyclo[3.2.1]octan-3-yl)-6-chloro-2-((1-((dimethylamino)methyl)cyclopropyl)methoxy)-8-fluoroquinazolin-7-yl)-1,3-dihydro-2H-naphtho[2,3-d]imidazol-2-one C12CN(CC(CC1)N2)C2=NC(=NC1=C(C(=C(C=C21)Cl)C2=C1C=CC=CC1=CC=1NC(NC12)=O)F)OCC1(CC1)CN(C)C